N1=C2N(C=C1)C=CC=C2 pyrido[1,2-a]imidazole